7-bromopyrrolo[1,2-a]quinoxaline BrC=1C=C2N=CC=3N(C2=CC1)C=CC3